ClC1=C(C(=O)NC2=C(C=C(C=C2)NC(CCCNC(OC(C)(C)C)=O)=O)C)C=C(C=C1)NC(=O)[C@@H]1C([C@H]1C1=CC(=C(C=C1)Cl)Cl)(Cl)Cl trans-tert-Butyl (4-((4-(2-chloro-5-(2,2-dichloro-3-(3,4-dichlorophenyl)-cyclopropane-1-carboxamido)benzamido)-3-methylphenyl)amino)-4-oxobutyl)carbamate